endo-4-(4-chlorobenzyl)-2-(3-(6-methylpyridazin-4-yl)-1H-pyrazol-5-yl)-2-aza-bicyclo[3.1.0]hexan-3-one ClC1=CC=C(CC2C(N(C3CC23)C2=CC(=NN2)C2=CN=NC(=C2)C)=O)C=C1